ethylhexyl-bis-isopentylbenzoxazolylphenyl-melamine C(C)N(C1=NC(=NC(=N1)N(C1=CC=CC=C1)C=1OC2=C(N1)C=CC=C2)N(CCC(C)C)CCCCCC)CCC(C)C